2-[2-(furan-2-yl)vinyl]-4,5-bis(trichloromethyl)-s-triazine O1C(=CC=C1)C=CC=1N=CN(C(N1)C(Cl)(Cl)Cl)C(Cl)(Cl)Cl